O[C@@H](CNC(NC=1C=C2C(=C(C(=NC2=CC1)C1=CC=CC=C1)C)C(=O)N)=O)CC (R)-6-(3-(2-hydroxybutyl)ureido)-3-methyl-2-phenylquinoline-4-carboxamide